(1S,2R)-1,2,3,4-tetrahydro-1,6-dihydroxy-2-naphthalenecarboxylic acid hydrazide O[C@H]1[C@@H](CCC2=CC(=CC=C12)O)C(=O)NN